BrCC(NCCCOCCOCCOCCCNC(OC(C)(C)C)=O)=O tert-butyl (1-bromo-2-oxo-7,10,13-trioxa-3-azahexadecan-16-yl)carbamate